FC=1C=C2CC3C(C2=CC1F)(C=1C=CC=CC1C3)N3N1C(C(N(C3)CC3=CC=C(C=C3)F)=O)=C(C(C=C1)=O)O 1-(2,3-difluoro-9a,10-dihydroindeno[1,2-a]inden-4b(9H)-yl)-3-(4-fluorobenzyl)-5-hydroxy-2,3-dihydro-1H-pyrido[2,1-f][1,2,4]triazine-4,6-dione